ClC1=NN2C(C3=CC=C(C=C13)OC)=NN=C2C 6-chloro-8-methoxy-3-methyl-[1,2,4]triazolo[3,4-a]phthalazine